N1C=CC2=C1N=CC=C2C(=O)\N=C\2/SC=C(N2CC2=CC=CC=C2)C(=O)OCC (Z)-ethyl 2-((1H-pyrrolo[2,3-b]pyridine-4-carbonyl)imino)-3-benzyl-2,3-dihydrothiazole-4-carboxylate